4-((2R,5S)-5-((4-(2-Oxopyrrolidin-1-yl)phenoxy)methyl)-2-(trifluoromethyl)oxazolidin-3-yl)-2-(trifluoromethyl)benzonitril O=C1N(CCC1)C1=CC=C(OC[C@@H]2CN([C@H](O2)C(F)(F)F)C2=CC(=C(C#N)C=C2)C(F)(F)F)C=C1